N-(4-methoxybenzyl)-2-oxo-1,2-dihydroquinoline-6-sulfonamide COC1=CC=C(CNS(=O)(=O)C=2C=C3C=CC(NC3=CC2)=O)C=C1